N-(3-chlorophenyl)-4-((1-methyl-2-oxo-1,2-dihydro-quinolin-4-yl)oxy)butyramide ClC=1C=C(C=CC1)NC(CCCOC1=CC(N(C2=CC=CC=C12)C)=O)=O